4-Cyclopropyl-6-(trifluoromethyl)pyrimidine C1(CC1)C1=NC=NC(=C1)C(F)(F)F